5-amino-4-methyl-N-(methyl-d3)pyridiniumamide NC=1C(=CC=[N+](C1)C(=O)NC([2H])([2H])[2H])C